8-cyanonaphthalen C(#N)C=1C=CC=C2C=CC=CC12